(2-{5-[(R)-(1,3-dimethyl-azetidin-3-yl)-hydroxy-(4-isopropyl-phenyl)-methyl]-pyridin-3-yl}-cyclopropyl)-propan-2-ol CN1CC(C1)(C)[C@@](C=1C=C(C=NC1)C1C(C1)CC(C)O)(C1=CC=C(C=C1)C(C)C)O